2-methyl-2-(6-oxo-1,6-dihydropyridin-2-yl)propionic acid CC(C(=O)O)(C)C=1NC(C=CC1)=O